C[C@@H]1N(C[C@H](N(C1)C(C)C=1C=C2N=CC=NC2=CC1)C)C=1C=2C(N(C(C1)=O)C)=CN(N2)CC(F)(F)F 7-((2S,5R)-2,5-dimethyl-4-(1-(quinoxalin-6-yl)ethyl)piperazin-1-yl)-4-methyl-2-(2,2,2-trifluoroethyl)-2,4-dihydro-5H-pyrazolo[4,3-b]pyridin-5-one